BrC1=NN=CN1CCC 3-bromo-4-propyl-4H-1,2,4-triazole